FC(C1=C(CO)C(=CC(=C1C(F)(F)F)C(F)(F)F)C(F)(F)F)(F)F 2,3,4,6-tetrakis(trifluoromethyl)benzyl alcohol